N-tert-butyl-8-(5-carbamoyl-3-pyridyl)-1-(3,5-dichlorophenyl)-7-methoxy-N-methyl-4-oxo-5H-isothiochromeno[4,3-c]pyrazole-3-carboxamide C(C)(C)(C)N(C(=O)C=1C2=C(N(N1)C1=CC(=CC(=C1)Cl)Cl)C=1C=C(C(=CC1CS2=O)OC)C=2C=NC=C(C2)C(N)=O)C